3-fluoro-2-(2-fluorobenzyl)-6-(tetrahydro-2H-pyran-4-yl)-2,6-dihydro-7H-pyrazolo[3,4-d]pyridazin-7-one FC=1N(N=C2C(N(N=CC21)C2CCOCC2)=O)CC2=C(C=CC=C2)F